7-hydroxy-4-(1-methyl-1H-indazol-6-yl)-2-[2-(pyrimidin-4-yl)prop-2-en-1-yl]-2,3-dihydro-1H-isoindol-1-one OC=1C=CC(=C2CN(C(C12)=O)CC(=C)C1=NC=NC=C1)C1=CC=C2C=NN(C2=C1)C